N=1C=C(N2C1C=NC=C2)C2=C1CNC(C1=C(C=C2)NC2=NC=C(C=C2)N2C[C@H](OCC2)C(C)(C)OC)=O (S)-4-(imidazo[1,2-a]pyrazin-3-yl)-7-((5-(2-(2-methoxypropan-2-yl)morpholino)pyridin-2-yl)amino)isoindolin-1-one